1,13-diamino-5,9-diazatridecane NCCCCNCCCNCCCCN